N-(4-(4-(2,2-difluoroethoxy)-7-(pyridin-2-yl)-5H-pyrrolo[3,2-d]pyrimidin-6-yl)pyridin-2-yl)acetamide FC(COC=1C2=C(N=CN1)C(=C(N2)C2=CC(=NC=C2)NC(C)=O)C2=NC=CC=C2)F